ClC1=CC(=C(C=C1)C=1C2=C(N=C(N1)N1C[C@H](OCC1)C1=CN=NC(=C1)C)N=C(C=C2)C)F (R)-4-(4-(4-chloro-2-fluorophenyl)-7-methylpyrido[2,3-d]pyrimidin-2-yl)-2-(6-methylpyridazin-4-yl)morpholine